C(C)(C)(C)OC(=O)N1C[C@H]([C@@H](CC1)OC1=CC(=CC=C1)C(F)(F)F)OC(C)=O |r| (±)-trans-tert-butyl-3-acetoxy-4-(3-(trifluoromethyl) phenoxy)piperidine-1-carboxylate